FC1=C(C=CC=C1)C=1N=NNC1C=1N=C2C=C(C=NC2=CC1)C(=O)OC methyl 6-[4-(2-fluorophenyl)-1H-triazol-5-yl]-1,5-naphthyridine-3-carboxylate